C(C)(=O)N1CC(CC1)CNC(=O)C1=CC2=C(SC3=C(C(N2)=O)C=CC=C3)C=C1 N-((1-acetylpyrrolidin-3-yl)methyl)-11-oxo-10,11-dihydrodibenzo[b,f][1,4]thiazepine-8-carboxamide